rac-N-{[2,5-dioxo-4-(1,3-thiazol-2-yl)imidazolidin-4-yl]methyl}-2-(4-fluorophenyl)-2H-1,2,3-triazole-4-carboxamide O=C1NC([C@@](N1)(C=1SC=CN1)CNC(=O)C1=NN(N=C1)C1=CC=C(C=C1)F)=O |r|